Trans-3,4-cyclohexadiene carbonate C(O)(O)=O.C1CC=C=CC1